tert-butyl 7'-bromo-4'-oxo-3',4'-dihydro-2'H-spiro[cyclopropane-1,1'-isoquinoline]-2'-carboxylate BrC1=CC=C2C(CN(C3(C2=C1)CC3)C(=O)OC(C)(C)C)=O